C1(=CC=CC=C1)CON1[C@@H]2CC[C@H](N(C1=O)C2)C(NC(C2=CC=C(C=C2)C(F)(F)F)=O)=N N-(((2S,5R)-6-(phenylmethyloxy)-7-oxo-1,6-diazabicyclo[3.2.1]oct-2-yl)(imino)methyl)-4-(trifluoromethyl)benzamide